[NH4+].NCCS(=O)(=O)[O-] taurinate ammonium